2,2,2-trifluoro-1-(2-(2-((1-((1-methyl-1H-pyrazol-4-yl)sulfonyl)piperidin-4-yl)amino)-5-(trifluoromethyl)pyrimidin-4-yl)thiazol-5-yl)ethan-1-ol FC(C(O)C1=CN=C(S1)C1=NC(=NC=C1C(F)(F)F)NC1CCN(CC1)S(=O)(=O)C=1C=NN(C1)C)(F)F